COC([C@@H](CC1=C(C(=C(C=C1)OC)OC)Cl)N)=O (2R)-2-amino-3-(2-chloro-3,4-dimethoxyphenyl)propionic acid methyl ester